BrC=1C=C(C(=NC1)N1C(C(N(C(C1)=O)CC1=CC=C(C=C1)C(F)(F)F)C1CC(C1)OC)=O)F 1-(5-bromo-3-fluoro-pyridin-2-yl)-3-(3-methoxy-cyclobutyl)-4-(4-(trifluoro-methyl)benzyl)piperazine-2,5-dione